C(=O)(O)CC=C 3-carboxy-1-propene